1-(4-methoxyphenyl)-1H-1,2,4-triazole-3-carboxylic acid COC1=CC=C(C=C1)N1N=C(N=C1)C(=O)O